(10S)-10-Ethoxy-6,6,9,9-tetramethyl-3-pentyl-8,10-dihydro-7H-benzo[c]chromen-1-ol C(C)O[C@H]1C(CCC=2C(OC=3C=C(C=C(C3C21)O)CCCCC)(C)C)(C)C